5-((2r,6r)-2-(hydroxymethyl)-6-methylmorpholino)quinoline-8-carbonitrile-2-d OC[C@@H]1O[C@@H](CN(C1)C1=C2C=CC(=NC2=C(C=C1)C#N)[2H])C